sodium 2,2'-methylene-bis(4,6-diethylphenyl) phosphate P1(=O)(OC2=C(C=C(C=C2CC)CC)CC2=C(C(=CC(=C2)CC)CC)O1)[O-].[Na+]